2-[4,6-bis(4-phenylphenyl)-1,3,5-triazin-2-yl]-5-(2-ethylhexoxy)phenol C1(=CC=CC=C1)C1=CC=C(C=C1)C1=NC(=NC(=N1)C1=CC=C(C=C1)C1=CC=CC=C1)C1=C(C=C(C=C1)OCC(CCCC)CC)O